[4-chloro-6-methoxy-7-(3-methoxypropoxy)-3-quinolyl]-morpholino-methanone ClC1=C(C=NC2=CC(=C(C=C12)OC)OCCCOC)C(=O)N1CCOCC1